CC1=C[C@@H](CN2C3=C(C(=C12)C=1C(=NC2=CC=CC=C2C1)[2H])C(=NC=N3)N)N (S)-6-methyl-5-(quinolin-3-yl-2-d)-8,9-dihydropyrimido[5,4-b]Indolizine-4,8-diamine